[(3aS)-6-methyl-4-oxo-1-phenyl-2,3-dihydropyrrolo[2,3-b]quinolin-3a-yl] benzoate C(C1=CC=CC=C1)(=O)O[C@@]12C(=NC3=CC=C(C=C3C1=O)C)N(CC2)C2=CC=CC=C2